Cl.C(C#C)C1CCNCC1 4-(prop-2-ynyl)piperidine hydrochloride